[Si](C1=CC=CC=C1)(C1=CC=CC=C1)(C(C)(C)C)OCCN[C@H](COC1=NC(=C(C=2N=C(NC(C21)=O)SC)F)Cl)C (S)-5-(2-((2-((tert-butyldiphenylsilyl)oxy)ethyl)amino)propoxy)-7-chloro-8-fluoro-2-(methylthio)pyrido[4,3-d]pyrimidin-4(3H)-one